4-(3-ethyl-2,3-dimethyl-3H-indol-5-yl)-5-fluoro-N-(5-(1-methylpiperidin-4-yl)pyridin-2-yl)pyrimidine C(C)C1(C(=NC2=CC=C(C=C12)C1=NCN(C=C1F)C1=NC=C(C=C1)C1CCN(CC1)C)C)C